(S)-2-((4-(3-(4-Cyano-2-fluorophenyl)-2,3-dihydrobenzo[b][1,4]dioxin-5-yl)piperidin-1-yl)methyl)-4-(2-fluoroethoxy)-1-methyl-1H-benzo[d]imidazole C(#N)C1=CC(=C(C=C1)[C@@H]1OC2=C(OC1)C=CC=C2C2CCN(CC2)CC2=NC1=C(N2C)C=CC=C1OCCF)F